2,6-dibromo-p-benzoquinone C1=C(C(=O)C(=CC1=O)Br)Br